3-Hydroxy-4-(4-(oxetan-3-ylamino)isoindoline-2-carbonyl)-5-(pyridin-2-ylmethoxy)benzonitrile OC=1C=C(C#N)C=C(C1C(=O)N1CC2=CC=CC(=C2C1)NC1COC1)OCC1=NC=CC=C1